C[C@@H]1CN(C[C@@H](O1)C)C(=O)C=1C2=C(N(N1)CC(=O)N1CCC(CC1)C1=CC(=CC(=C1)C)C)CCC2 2-{3-[(2R,6S)-2,6-Dimethylmorpholin-4-carbonyl]-5,6-dihydrocyclopenta[c]pyrazol-1(4H)-yl}-1-[4-(3,5-dimethylphenyl)piperidin-1-yl]ethan-1-on